BrC1C(C(C(CC1)C1N(CC(N1)C(F)(F)F)C(C)C)F)OC (4-bromo-2-fluoro-3-methoxycyclohexyl)-1-isopropyl-4-(trifluoromethyl)imidazolidine